2'-Fluoro-N2-Isobutyryldeoxyguanosine-3'-Yl 2-((3,4,5-Tris(Octadecyloxy)Benzoyl)Oxy)Acetate C(CCCCCCCCCCCCCCCCC)OC=1C=C(C(=O)OCC(=O)O[C@@]2([C@H]([C@@H](O[C@@H]2CO)N2C=NC=3C(=O)NC(NC(C(C)C)=O)=NC23)F)O)C=C(C1OCCCCCCCCCCCCCCCCCC)OCCCCCCCCCCCCCCCCCC